ClC1=CC=C2C(=N1)N(N=C2)CC(F)F 6-Chloro-1-(2,2-difluoroethyl)-1H-pyrazolo[3,4-b]pyridine